NC1=C(C=C(C=C1)C1=CC=CC=C1)NC=1C=CC(=NC1)NC(OC(C)(C)C)=O tert-butyl (5-((4-amino-[1,1'-biphenyl]-3-yl)amino)pyridin-2-yl)carbamate